COC=1C=C(C=CC1OC)C1OC2(OC1)CC=CCC2 (3,4-dimethoxyphenyl)-1,4-dioxaspiro[4.5]dec-7-ene